ClC=1C=C(C=C(C1)Cl)C1(CC(=NO1)N1CC2=C(C1)C(=C(S2)C(=O)NCC)C)C(F)(F)F 5-(5-(3,5-dichlorophenyl)-5-(trifluoromethyl)-4,5-dihydroisoxazol-3-yl)-N-ethyl-3-methyl-5,6-dihydro-4H-thieno[2,3-c]pyrrole-2-carboxamide